bis(1-dimethylamino-3-phenylbut-3-enyl)benzene CN(C(CC(=C)C1=CC=CC=C1)C1=C(C=CC=C1)C(CC(=C)C1=CC=CC=C1)N(C)C)C